3-[[4-[[(3R,4S)-2-tert-Butoxycarbonyl-3-isobutyl-3,4-dihydro-1H-isoquinolin-4-yl]oxy]-6-(o-tolyl)pyrimidin-2-yl]sulfamoyl]benzoic acid C(C)(C)(C)OC(=O)N1CC2=CC=CC=C2[C@@H]([C@H]1CC(C)C)OC1=NC(=NC(=C1)C1=C(C=CC=C1)C)NS(=O)(=O)C=1C=C(C(=O)O)C=CC1